2,5-dimethyl-furan CC=1OC(=CC1)C